ClC1=CC=C(C=C1)C=1C(=NOC1C1=C(C=C(C=C1)O)O)C(F)(F)F 4-(4-(4-chlorophenyl)-3-(trifluoromethyl)isoxazol-5-yl)benzene-1,3-diol